(R and S)-2-(4-((R or S)-1-(((S)-((S)-5-cyano-1,2,3,4-tetrahydroquinolin-3-yl)(phenyl)methyl)amino)propan-2-yl)phenyl)propanoic acid C(#N)C1=C2C[C@@H](CNC2=CC=C1)[C@@H](C1=CC=CC=C1)NC[C@H](C)C1=CC=C(C=C1)[C@H](C(=O)O)C |o1:21,&1:29|